5-((2,4-dichloro-5-isopropoxyphenyl)amino)-4-methyl-5-oxopentanoic acid ClC1=C(C=C(C(=C1)Cl)OC(C)C)NC(C(CCC(=O)O)C)=O